tert-butyl ((4-bromopyridin-2-yl)methyl)(1-methoxy-2-methylpropan-2-yl)carbamate BrC1=CC(=NC=C1)CN(C(OC(C)(C)C)=O)C(COC)(C)C